C(=O)(OCC1C2=CC=CC=C2C2=CC=CC=C12)N(CC(=O)O)CC(C(=O)OC(C)(C)C)N fmoc-N-(2-Boc-aminoethyl)-glycine